CNC1=CC=C(C(=O)N[C@H]2C[C@H](CCC2)NC2=CC(=NC3=CC=CC=C23)C(F)(F)F)C=C1 4-(methylamino)-N-[(1R,3S)-3-{[2-(trifluoromethyl)quinolin-4-yl]amino}cyclohexyl]benzamide